BrC=1C=C(OC(C1O)=O)C(=O)OC methyl 4-bromo-5-hydroxy-6-oxopyran-2-carboxylate